5-((2-(2-(1H-tetrazol-5-yl)phenyl)-6-(benzyl(isobutyl)amino)pyridin-4-yl)amino)-2-methoxybenzamide N1N=NN=C1C1=C(C=CC=C1)C1=NC(=CC(=C1)NC=1C=CC(=C(C(=O)N)C1)OC)N(CC(C)C)CC1=CC=CC=C1